CC1=CC=C(C=C1)CSC1=NC=CC=C1 2-pyridyl (4-methyl)-phenylmethyl sulfide